NC1=C(C(=NN1C1C[C@H]2CC[C@@H](C1)N2C)C2=C1C=CNC1=C(C=C2)CNC(C2=C(C=CC(=C2)F)OC)=O)C(=O)N 5-amino-3-(7-((5-fluoro-2-methoxybenzamido)methyl)-1H-indol-4-yl)-1-((1R,5S)-8-methyl-8-azabicyclo[3.2.1]octan-3-yl)-1H-pyrazole-4-carboxamide